6-[[(3R)-3-aminotetrahydrofuran-3-carbonyl]amino]-4-fluoro-indan-2-carboxylic acid ethyl ester C(C)OC(=O)C1CC2=CC(=CC(=C2C1)F)NC(=O)[C@@]1(COCC1)N